bis((2-bromo-4-fluoro-6-methylphenoxy)methyl)diisopropylgermanophenol BrC1=C(OCC=2C(=C3C(=C(C2)O)[Ge]3(C(C)C)C(C)C)COC3=C(C=C(C=C3C)F)Br)C(=CC(=C1)F)C